ClCC(=O)C1(CC1)OC 2-chloro-1-(1-methoxycyclopropyl)ethan-1-one